BrC1=CC(=C2N(C1=O)C1(CCOCC1)NC2=O)Cl 6-bromo-8-chloro-2',3',5',6'-tetrahydro-2H-spiro[imidazo[1,5-a]pyridine-3,4'-pyran]-1,5-dione